CNC(C(C)(C)C)=O N-methylpivalamide